4-(4-chloro-2-fluoro-phenyl)-2-[(2R,6S)-2-cyclopropyl-6-(1-cyclopropylpyrazol-4-yl)morpholin-4-yl]-7-methyl-pyrimido[4,5-d]pyridazin-8-one ClC1=CC(=C(C=C1)C1=NC(=NC=2C(N(N=CC21)C)=O)N2C[C@H](O[C@H](C2)C=2C=NN(C2)C2CC2)C2CC2)F